2-(((2S,4s,6S)-6-((7-fluoroquinoxalin-2-yl)amino)spiro[3.3]heptan-2-yl)oxy)nicotinamide FC1=CC=C2N=CC(=NC2=C1)NC1CC2(CC(C2)OC2=C(C(=O)N)C=CC=N2)C1